FC(OC1=CC=C(CNC(C(=O)O)C2=CC=CC=C2)C=C1)(F)F 2-(4-trifluoromethoxybenzyl-amino)-2-phenylacetic acid